FC1=CC=C(C=C1)C=1N=C(C2=C(N1)CN=CC2)C2=NN(C=C2)C 2-(4-fluorophenyl)-4-(1-methyl-1H-pyrazol-3-yl)-5,8-dihydropyrido[3,4-d]pyrimidin